S(N)(=O)(=O)C1=NC=CC(=C1)NC(=O)C=1C(=NC=C(C1)C(F)(F)F)N1CCSCC1 N-(2-sulfamoyl-4-pyridyl)-2-thiomorpholino-5-(trifluoromethyl)pyridine-3-carboxamide